CN(C([C@@H](N)C)=O)C N,N-dimethyl-L-alanine amide